C12C3C4C=CC(C3C(C3CCCC31)C2)C4 pentacyclo[6.5.1.13,6.02,7.09,13]Pentadeca-4-en